CC1=NC=NC=C1C(=O)NCC1=CC=C2C(=N1)C(=C(N2)C2=NC=CC=C2)C 4-methyl-N-[[3-methyl-2-(2-pyridyl)-1H-pyrrolo[3,2-b]pyridin-5-yl]methyl]pyrimidine-5-carboxamide